O1C(CCCC1)N1N=CC(=C1)C1=CC=C(C=C1)N1CCC(CC1)CNC(C)=O N-((1-(4-(1-(Tetrahydro-2H-pyran-2-yl)-1H-pyrazol-4-yl)phenyl)piperidin-4-yl)methyl)acetamide